8-mercaptooctylmethyldimethoxysilane SCCCCCCCC[Si](OC)(OC)C